2-amino-2-methyl-1,3-propanediol glycolate C(CO)(=O)OCC(CO)(C)N